ClC1=CC(=CN1)C(=O)OC methyl 5-chloro-1H-pyrrole-3-carboxylate